ClC=1C(C2=C(NC(=N2)CC)C(C1Cl)=O)=O 5,6-dichloro-2-ethyl-1H-benzo[d]imidazole-4,7-dione